O=C1NC2(CC2)CCC12CNC(C2)C(=O)N 5-oxo-4,8-diazadispiro[2.2.46.23]dodecane-9-carboxamide